C(C)(C)C1=C(CC=2C(=NC(=NC2)N)NCC2=C(C=CC=C2)OC)C=C(C(=C1)OC)OC 5-(2-Isopropyl-4,5-dimethoxy-benzyl)-N*4*-(2-methoxy-benzyl)-pyrimidine-2,4-diamine